3-(3-aminophenyl)-3-[4-(7H-pyrrolo[2,3-d]pyrimidin-4-yl)-1H-pyrazol-1-yl]propanenitrile Bistrifluoroacetate FC(C(=O)O)(F)F.FC(C(=O)O)(F)F.NC=1C=C(C=CC1)C(CC#N)N1N=CC(=C1)C=1C2=C(N=CN1)NC=C2